FC=1C=NC=C(C(=O)NC=2C=NC=C(C2)C2=CC=CC=3N2N=CC3C(=O)N3CCCCC3)C1 5-fluoro-N-(5-(3-(piperidine-1-carbonyl)pyrazolo[1,5-a]pyridin-7-yl)pyridin-3-yl)nicotinamide